[N].[S] sulfur nitrogen salt